4-bromo-2-(((tert-butyldimethylsilyl)oxy)methyl)pyridine tert-butyl-3-(2-{2,8-dimethylimidazo[1,2-b]pyridazin-6-yl}thieno[2,3-d][1,3]thiazol-5-yl)-2,5-dihydropyrrole-1-carboxylate C(C)(C)(C)OC(=O)N1CC(=CC1)C1=CC2=C(N=C(S2)C=2C=C(C=3N(N2)C=C(N3)C)C)S1.BrC1=CC(=NC=C1)CO[Si](C)(C)C(C)(C)C